COC=1C=2N(C=C(C1)C1=CC3=C(N(C(N3)=O)C3CCN(CC3)CC3COCC3)C=C1)N=CN2 5-(8-Methoxy-[1,2,4]triazolo[1,5-a]pyridin-6-yl)-1-(1-((tetrahydrofuran-3-yl)methyl)piperidin-4-yl)-1,3-dihydro-2H-benzo[d]imidazol-2-on